C[C@H](/C=C/C[C@H]1CO[C@H]([C@@H]([C@@H]1O)O)[C@@H](/C(=C/C(=O)OCCCCCCCC(=O)NC2=C3C(=CS(=O)(=O)S3)NC2=O)/C)O)[C@H](C)O The molecule is a sulfone produced by a marine bacterium Alteromonas rava and has been shown to exhibit antibacterial activity against Gram-positive and Gram-negative bacteria. It has a role as an antibacterial agent, an antimicrobial agent and a bacterial metabolite. It is a sulfone, an enoate ester and a lactam.